C1(=CC=CC=C1)C1=CC(C2=CC3=CC=C(C=C3C2=C1)C1=CC=CC=C1)=O 3,6-diphenylfluorenone